4,4-dimethyl-4,5-dihydro-1H-pyrazolo[4,3-H]quinazoline-3,8-diamine CC1(CC=2C=NC(=NC2C2=C1C(=NN2)N)N)C